[Pd+2].ClC(C(N(C)C)Cl)N(C)C cis-dichloro(N,N,N',N'-tetramethylethylenediamine) palladium (II)